1-[(3aR,5s,6aS)-2-acetyloctahydrocyclopenta[c]pyrrol-5-yl]-4-chloro-N-{5-[(4-fluorophenyl)ethynyl]-3-methylpyridin-2-yl}-1H-pyrazole-5-carboxamide C(C)(=O)N1C[C@@H]2[C@H](C1)CC(C2)N2N=CC(=C2C(=O)NC2=NC=C(C=C2C)C#CC2=CC=C(C=C2)F)Cl